(S)-2-(N-Phenyl-hydroxyamino)-cyclohexanone C1(=CC=CC=C1)N([C@@H]1C(CCCC1)=O)O